4-acetyl-1-(3-fluoro-4-methylbenzyl)-5-hydroxy-1,3-dihydro-2H-benzo[b]azepin-2-one C(C)(=O)C1=C(C2=C(N(C(C1)=O)CC1=CC(=C(C=C1)C)F)C=CC=C2)O